2-(2-cyano-6-(2-methoxyethyl)isoindolin-4-yl)benzamide C(#N)N1CC2=CC(=CC(=C2C1)C1=C(C(=O)N)C=CC=C1)CCOC